1-((2S)-4-(4-amino-7-methyl-5-((S)-4-(pyrrolidine-1-carbonyl)cyclohex-1-en-1-yl)-7H-pyrrolo[2,3-d]pyrimidin-6-yl)-2-methylpyrrolidin-1-yl)prop-2-en-1-one NC=1C2=C(N=CN1)N(C(=C2C2=CC[C@H](CC2)C(=O)N2CCCC2)C2C[C@@H](N(C2)C(C=C)=O)C)C